C[Si](O[Si](C=1SC=CC1)(C)C)(C=1SC=CC1)C 1,1,3,3-Tetramethyl-1,3-dithien-2-yldisiloxan